2-(3,4-dichlorophenyl)-1-ethyl-4-oxo-6-(1,2,4-triazol-1-ylmethyl)pyridine-3-carboxylic acid ClC=1C=C(C=CC1Cl)C=1N(C(=CC(C1C(=O)O)=O)CN1N=CN=C1)CC